ethyl 2-amino-α-(hydroxyimino)-4-thiazoleacetate NC=1SC=C(N1)C(C(=O)OCC)=NO